BrC1=C(C=C(C(F)(F)F)C=C1)[N+](=O)[O-] 4-bromo-3-nitro-trifluorotoluene